BrC1=C(C=C(C2=C1C=C(O2)CN2CC1=CC=CN3C1=C(C2=O)C=N3)C(=O)O)F 4-bromo-5-fluoro-2-((3-oxo-3H-pyrazolo[4,5,1-ij][1,6]naphthyridin-4(5H)-yl)methyl)benzofuran-7-carboxylic acid